ClC=1C=CC2=C(C(C[C@@H](O2)C(=O)NC23CC(C2)(C3)C=3N=NN(C3)[C@@H]3C[C@@H](C3)OC(F)(F)F)=O)C1 (2R)-6-chloro-4-oxo-N-(3-{1-[cis-3-(trifluoromethoxy)cyclobutyl]-1H-1,2,3-triazol-4-yl}bicyclo[1.1.1]pent-1-yl)-3,4-dihydro-2H-1-benzopyran-2-carboxamide